FC1(CCN(CC1)C=1NC=C(N1)C1=NC=CC=C1)F (2-(4,4-Difluoropiperidin-1-yl)-1H-imidazol-4-yl)pyridine